P(=O)(OC[C@@H](COC(CCCCCCCCCCCCCCCCC)=O)OC(CCCC1=CC(=C(C(=C1)Cl)N=NC1=C(C=C(C=C1Cl)CCCC)Cl)Cl)=O)(OCC[N+](C)(C)C)[O-] (R)-2-((4-(4-((4-butyl-2,6-dichlorophenyl)diazenyl)-3,5-dichlorophenyl)butanoyl)oxy)-3-(stearoyloxy)propyl (2-(trimethylammonio)ethyl) phosphate